FC(C=1C(=C(C=CC1)C(C)N)F)F (3-(difluoromethyl)-2-fluoro-phenyl)ethanamine